COCCC(=O)NN methoxypropanoyl-hydrazine